FC1=CC=C(N(C=2SC(=C(N2)C)C(C2=CC=C(C=C2)OC)=O)[C@@H](C(=O)N)C)C=C1 (R)-2-(4-Fluoro-N-[5-(4-methoxybenzoyl)-4-methylthiazol-2-yl]anilino)propanamid